(S,S) and (S,R)-6-chloro-2-((5-oxo-6-(tetrahydrofuran-3-yl)-5,6,7,8-tetrahydropyrido[4,3-d]pyrimidin-2-yl)amino)-2,3-dihydro-1H-indene-4-carbonitrile ClC=1C=C(C=2C[C@H](CC2C1)NC=1N=CC2=C(N1)CCN(C2=O)[C@@H]2COCC2)C#N |&1:22|